7-methoxy-4-((6-((5-methylthiazol-2-yl)carbamoyl)naphthalen-2-yl)oxy)quinoline-6-carboxamide COC1=C(C=C2C(=CC=NC2=C1)OC1=CC2=CC=C(C=C2C=C1)C(NC=1SC(=CN1)C)=O)C(=O)N